1-(4-(4-(5-(2,6-dichlorophenyl)-4,5-dihydroisoxazol-3-yl)thiazol-2-yl)piperidin-1-yl)-2-((5-(trifluoromethyl)pyrimidin-2-yl)oxy)ethan-1-one ClC1=C(C(=CC=C1)Cl)C1CC(=NO1)C=1N=C(SC1)C1CCN(CC1)C(COC1=NC=C(C=N1)C(F)(F)F)=O